ClC=1C=CC=2C(=C3N(C2C1C=1C(=NN(C1C)C)C)[C@@H](CN(C3=O)C3=CC(=NC1=CC=CC=C31)C(=O)O)C)CCCOC3=CC(=C(C(=C3)C)Cl)C (R)-4-(7-chloro-10-(3-(4-chloro-3,5-dimethylphenoxy)propyl)-4-methyl-1-oxo-6-(1,3,5-trimethyl-1H-pyrazol-4-yl)-3,4-dihydropyrazino[1,2-a]indol-2(1H)-yl)quinoline-2-carboxylic Acid